3-(6-(4-((R)-4-((1r,4s)-4-(3-bromo-2-methylphenoxy)cyclohexyl)-2-methylbutyl)piperazin-1-yl)-1-methyl-1H-indazol-3-yl)piperidine-2,6-dione BrC=1C(=C(OC2CCC(CC2)CC[C@H](CN2CCN(CC2)C2=CC=C3C(=NN(C3=C2)C)C2C(NC(CC2)=O)=O)C)C=CC1)C